(2S,4R)-1-((S)-2-acetamido-4-methylpentanoyl)-4-hydroxy-N-(4-(4-methylthiazol-5-yl)benzyl)pyrrolidine-2-carboxamide C(C)(=O)N[C@H](C(=O)N1[C@@H](C[C@H](C1)O)C(=O)NCC1=CC=C(C=C1)C1=C(N=CS1)C)CC(C)C